C12CNCC(N1C1=C3CN(C(C3=CC(=C1)F)=O)C1CNCCC1)C2 3-(4-(3,6-diazabicyclo[3.1.1]heptane-6-yl)-6-fluoro-1-oxoisoindoline-2-yl)piperidine